C=1(C(=CC(=C(C1)C(=O)O)C(=O)O)C(=O)O)C(=O)O 1,2,4,5-benzene-tetracarboxylic acid